COC=1C=CC=C2C(C=C(OC12)C1=CC=CC=C1)P(=O)(C1=CC=CC=C1)C1=CC=CC=C1 8-methoxy-2-phenyl-4-(diphenylphosphinoyl)-4H-chromene